cyclopropyl-7-(2,2-difluoroethoxy)-3-iodoimidazo[1,2-b]pyridazine C1(CC1)C=1N=C2N(N=CC(=C2)OCC(F)F)C1I